4-CHLORO-5-(METHOXYCARBONYL)THIOPHENE-2-BORONIC ACID ClC=1C=C(SC1C(=O)OC)B(O)O